CC(C)(C)OC(=O)NC(CCCCN)C(=O)O N-α-t-BOC-L-lysine